2-methyl-N-(2-azaspiro[3.3]heptan-6-yl)-5-((2-(trifluoromethyl)pyridin-3-yl)methoxy)benzofuran CC=1OC2=C(C1)C=C(C=C2)OCC=2C(N(C=CC2)C2CC1(CNC1)C2)C(F)(F)F